OC(C[N+](CC1=CC=CC=C1)(C)C)CO N-(2,3-dihydroxypropyl)-N,N-dimethyl-benzenemethanaminium